methyl 4,6-dideoxy-4,6-dichloro-α-D-galactopyranoside Cl[C@@H]1[C@@H]([C@H]([C@@H](OC)O[C@@H]1CCl)O)O